N-(3-((7H-pyrido[4',3':4,5]pyrrolo[2,3-c][2,7]naphthyridin-5-yl)amino)phenyl)acetamide C1=C2C3=C(N=C(C2=CN=C1)NC=1C=C(C=CC1)NC(C)=O)NC1=C3C=CN=C1